2-[6-fluoro-5-[rel-(2S)-2-methyl-2,3,4,7-tetrahydro-1H-azepin-5-yl]-2,3-dihydro-1,4-benzodioxin-7-yl]-N4,6-dimethyl-pyrimidine-2,4-diamine FC1=C(C2=C(OCCO2)C=C1C1(NC(=CC(=N1)NC)C)N)C=1CC[C@@H](NCC1)C |o1:24|